3-(1-hydroxy-2-methylpropan-2-yl)-1,2,4-oxadiazole-5-carboxylic acid ethyl ester C(C)OC(=O)C1=NC(=NO1)C(CO)(C)C